ClC=1C=C(C=C(C1)F)C=1C[C@H]2[C@@H](N(COC2=O)C(=O)OC(C)(C)C)CC1 (4aS,8aS)-tert-Butyl 6-(3-chloro-5-fluorophenyl)-4-oxo-2,4,4a,5,8,8a-hexahydro-1H-benzo[d][1,3]oxazine-1-carboxylate